N-Ethyl-N'-(3-dimethylaminopropyl)-carbodiimide C(C)N=C=NCCCN(C)C